Butyl-5-isobutyl-4-hydroxy-3-n-propyl-pyrazol C(CCC)N1N=C(C(=C1CC(C)C)O)CCC